3-((6-amino-5-chloropyridin-3-yl)ethynyl)-N-(3-(tert-butyl)-1-(quinolin-6-yl)-1H-pyrazole-5-yl)-4-methylbenzamide NC1=C(C=C(C=N1)C#CC=1C=C(C(=O)NC2=CC(=NN2C=2C=C3C=CC=NC3=CC2)C(C)(C)C)C=CC1C)Cl